5-chloro-3-hydroxy-8-((1-(1-methyl-1H-pyrrol-3-yl)-1H-indazol-6-yl)sulfonyl)quinazoline-2,4(1H,3H)-dione ClC1=C2C(N(C(NC2=C(C=C1)S(=O)(=O)C1=CC=C2C=NN(C2=C1)C1=CN(C=C1)C)=O)O)=O